C([C@@H]([C@@H]([C@@H](CO)O)O)O)NC1=C(C(=O)NC(=O)N1)N=CC=O The molecule is an aminouracil that is D-ribitol in which the hydroxy group at position 1 is substituted by the 6-amino group of 6-amino-5-(2-oxoethylideneamino)uracil. Unstable mucosal-associated invariant T (MAIT)-activating antigen, formed by non-enzymatic reaction between 5-amino-6-D-ribitylaminouracil and glyoxal. It has a role as an antigen.